COC(=O)C1=CC(=C(C(O1)=O)OCCOC(C)(C)C)NC1=NC=CC=N1.CO[Si](CC(CC(C)(C)C)C)(OC)OC trimethoxy(2,4,4-trimethylpentyl)silane methyl-3-(2-(tert-butoxy)ethoxy)-2-oxo-4-(pyrimidin-2-ylamino)-2H-pyran-6-carboxylate